N-isopropyl-2-(5-methoxy-7-methyl-1H-indol-3-yl)-N-methyl-2-oxoacetamide C(C)(C)N(C(C(=O)C1=CNC2=C(C=C(C=C12)OC)C)=O)C